C(=O)(O)CCC(=O)C1=CC2=NC(=C(C=C2S1)OC)CCCOC1=CC2=C(SC(=C2)C(C[C@@H](C(=O)O)C)=O)C=C1OC (S)-4-(5-(3-(2-(3-carboxypropanoyl)-6-methoxythieno[3,2-b]pyridin-5-yl)propoxy)-6-methoxybenzo[b]thiophen-2-yl)-2-methyl-4-oxobutanoic acid